2-Chloro-5-{[(trifluoroacetyl)amino]methyl}-N-{1-[4-(trifluoromethyl)phenyl]-1H-indazol-4-yl}benzamide ClC1=C(C(=O)NC2=C3C=NN(C3=CC=C2)C2=CC=C(C=C2)C(F)(F)F)C=C(C=C1)CNC(C(F)(F)F)=O